OCCC[Si](O[Si](C)(C)CCCO)(C)C 1,3-bis(3-hydroxypropyl)-1,1,3,3-tetramethyl-disiloxane